tert-butyl (2S,6R*)-2-{[(1S)-1-cyano-2-[4-(3-methyl-2-oxo-2,3-dihydro-1,3-benzoxazol-5-yl)phenyl]ethyl]carbamoyl}-6-methyl-6-(2-methylpropoxy)-1,4-oxazepane-4-carboxylate C(#N)[C@H](CC1=CC=C(C=C1)C=1C=CC2=C(N(C(O2)=O)C)C1)NC(=O)[C@H]1OC[C@@](CN(C1)C(=O)OC(C)(C)C)(OCC(C)C)C |o1:27|